1,4-dipentyl succinate C(CCC(=O)OCCCCC)(=O)OCCCCC